BrC=1C(=CC=2NCC3N(C2C1)CCCC3)F 2-bromo-3-fluoro-6,6a,7,8,9,10-hexahydro-5H-pyrido[1,2-a]quinoxaline